(S)-1-((6-(2-chloro-3-(3-chloro-2-(4-(((R)-3-hydroxypyrrolidin-1-yl)methyl)-3-methoxyphenyl)pyridin-4-yl)phenyl)-2-methoxypyridin-3-yl)methyl)pyrrolidin-3-ol ClC1=C(C=CC=C1C1=C(C(=NC=C1)C1=CC(=C(C=C1)CN1C[C@@H](CC1)O)OC)Cl)C1=CC=C(C(=N1)OC)CN1C[C@H](CC1)O